2-ethyl-4-octyl-6-propylphenol C(C)C1=C(C(=CC(=C1)CCCCCCCC)CCC)O